BrCC1=C(C=C(C=C1)C1CC1)F 1-(bromomethyl)-4-cyclopropyl-2-fluorobenzene